COC=1C=C(C=NC1OC)CN1C2CN(CC1C2)C2=CC=C(C=N2)C=2C=1N(C=C(C2)OCC(C)(C)O)N=CC1C#N 4-(6-(6-((5,6-dimethoxypyridin-3-yl)methyl)-3,6-diazabicyclo[3.1.1]heptan-3-yl)pyridin-3-yl)-6-(2-hydroxy-2-methylpropoxy)pyrazolo[1,5-a]pyridine-3-carbonitrile